ClC1=CC=C(C=C1)CCS(=O)(=O)F (E)-2-(4-chlorophenyl)ethane-1-sulfonyl fluoride